7-(5-fluoropyrimidin-2-yl)oxy-3-(oxetan-3-ylmethoxy)-1-(4,4,4-trifluorobutyl)indazole FC=1C=NC(=NC1)OC=1C=CC=C2C(=NN(C12)CCCC(F)(F)F)OCC1COC1